N-((3R,4S)-4-((8-(((R)-1-cyclopropylethyl)amino)-6-(2,6-dichloro-3,5-dimethoxyphenyl)pyrido[3,4-d]pyrimidin-2-yl)amino)tetrahydrofuran-3-yl)acrylamide C1(CC1)[C@@H](C)NC1=NC(=CC2=C1N=C(N=C2)N[C@H]2[C@H](COC2)NC(C=C)=O)C2=C(C(=CC(=C2Cl)OC)OC)Cl